6-chloro-3-[(1R)-1-[2-[2-(2-hydroxyethyl)indazol-5-yl]-3,6-dimethyl-4-oxo-chromen-8-yl]ethoxy]pyridine-2-carboxamide ClC1=CC=C(C(=N1)C(=O)N)O[C@H](C)C=1C=C(C=C2C(C(=C(OC12)C1=CC2=CN(N=C2C=C1)CCO)C)=O)C